FC(CCCS(=O)CCCCCCCCC[C@H]1[C@H]2[C@@H]3CC[C@@H]([C@@]3(C)CC[C@@H]2C=2C=CC(=CC2C1)B1OC(C(O1)(C)C)(C)C)CC(=O)[O-])(C(F)(F)F)F (7α,17β)-7-[9-[(4,4,5,5,5-pentafluoropentyl)sulfinyl]nonyl]-3-(4,4,5,5-tetramethyl-1,3,2-dioxaborolan-2-yl)-estra-1,3,5(10)-trien-17-acetate